3-[4-[4-[2-[4-[3-(Difluoromethyl)-4-nitro-pyrazol-1-yl]piperidin-1-ium-1-yl]ethyl]piperazin-4-ium-1-yl]phenyl]piperidine-2,6-dione diformate C(=O)[O-].C(=O)[O-].FC(C1=NN(C=C1[N+](=O)[O-])C1CC[NH+](CC1)CC[NH+]1CCN(CC1)C1=CC=C(C=C1)C1C(NC(CC1)=O)=O)F